Trithiocyanuric acid monosodium salt [Na].N1C(=S)NC(=S)NC1=S